6-[2-[[4-[5-(difluoromethyl)-1,3,4-oxadiazol-2-yl]-2,5-difluorophenyl]methyl]tetrazol-5-yl]quinolin-3-amine FC(C1=NN=C(O1)C1=CC(=C(C=C1F)CN1N=C(N=N1)C=1C=C2C=C(C=NC2=CC1)N)F)F